3-Methyl[5-(7H-pyrrolo[2,3-d]pyrimidin-4-yl)-1,3-thiazol-2-yl]aminopropane-nitrile trifluoroacetate salt FC(C(=O)O)(F)F.CCC(C#N)NC=1SC(=CN1)C=1C2=C(N=CN1)NC=C2